NC=1C=C(C=C(C1)C(F)(F)F)[C@@H](C)NC1=NC(=NC2=C3C(=C(C=C12)C=1CCN(CC1)C(=O)C1CC1)CCC3)C (R)-(4-(4-((1-(3-amino-5-(trifluoromethyl)phenyl)ethyl)amino)-2-methyl-8,9-dihydro-7H-cyclopenta[h]quinazolin-6-yl)-3,6-dihydropyridin-1(2H)-yl)(cyclopropyl)methanone